BrC=1C(=C(\C=N\C2=CC3=C(NC(=N3)C=3C=C(C#N)C=CC3)C=C2)C=C(C1O)Br)O (E)-3-(5-((3,5-dibromo-2,4-dihydroxybenzylidene)amino)-1H-benzo[d]imidazol-2-yl)benzonitrile